CN1C2=C(C=C1C(=O)NC1=CC(=CC=C1)COC1=CC=C(C=C1)OC1CCNCC1)SC=C2 4-methyl-N-[3-[[4-(4-piperidyloxy)phenoxy]methyl]phenyl]thieno[3,2-b]pyrrole-5-carboxamide